3-(((6-chloro-2-(trifluoromethyl)quinolin-4-yl)amino)methyl)-3-(4-fluorophenyl)-N-((1R,3R)-3-hydroxycyclopentyl)azetidine-1-carboxamide ClC=1C=C2C(=CC(=NC2=CC1)C(F)(F)F)NCC1(CN(C1)C(=O)N[C@H]1C[C@@H](CC1)O)C1=CC=C(C=C1)F